C(CCCCCCCCCCC)N(O)CCCCCCCCCCCC N,N-Dilaurylhydroxylamin